OC1=C(C=NO)C=C(C=C1OC)[N+](=O)[O-] 2-hydroxy-3-methoxy-5-nitrobenzaldehyde oxime